C(C)(=O)N1CCC2(CC(C2)N(C([O-])=O)C=2N=CC3=C(C(=C(C=C3C2)C2=C(C3=C(OCCN3)N=C2)C)F)N)CC1 7-Acetyl-7-azaspiro[3.5]nonan-2-yl(8-amino-7-fluoro-6-(8-methyl-2,3-dihydro-1H-pyrido[2,3-b][1,4]oxazin-7-yl)isoquinolin-3-yl)carbamate